CS(=O)(=N[C@H]1CN(C[C@H](C1)C)C1=NC(=NC=C1)C1=CN=C2N1C=C(C=C2)S(=O)(=O)C)C dimethyl(((3R,5S)-5-methyl-1-(2-(6-(methylsulfonyl)imidazo[1,2-a]pyridin-3-yl)pyrimidin-4-yl)piperidin-3-yl)imino)-λ6-sulfanone